ClC1=NC(=CC2=C1N=C(N2)C)Cl 4,6-dichloro-2-methyl-1H-imidazo[4,5-C]pyridine